NC1=C(C=CC=C1N)N1CC(C1)(C#N)C 1-(2,3-diaminophenyl)-3-methylazetidine-3-carbonitrile